6-[[4-[1-(trifluoromethyl)cyclopropyl]imidazol-1-yl]methyl]-2-azaspiro[3.3]heptane FC(C1(CC1)C=1N=CN(C1)CC1CC2(CNC2)C1)(F)F